ClC=1C(=NC2=CC=C(C=C2C1)C1=C2CCNCC2=CC=C1)N1CCNCC1 3-chloro-2-piperazin-1-yl-6-(1,2,3,4-tetrahydroisoquinolin-5-yl)quinoline